methyl 4-(2-amino-4-bromo-6-methylbenzylamino)cyclohexanecarboxylate NC1=C(CNC2CCC(CC2)C(=O)OC)C(=CC(=C1)Br)C